The molecule is the S-(6-hydroxycyclohex-1-ene-1-carbonyl) derivative of coenzyme A. It derives from a coenzyme A. It is a conjugate acid of a 6-hydroxycyclohex-1-ene-1-carbonyl-CoA(4-). CC(C)(COP(=O)(O)OP(=O)(O)OC[C@@H]1[C@H]([C@H]([C@@H](O1)N2C=NC3=C(N=CN=C32)N)O)OP(=O)(O)O)[C@H](C(=O)NCCC(=O)NCCSC(=O)C4=CCCCC4O)O